amino-N,N-dimethyl-aminomethyl-trifluoroborate NC(N(C)C)[B-](F)(F)F